6-bromo-7-fluoro-3,4-dihydro-2H-benzo[b][1,4]oxazine, Hydrochloride Cl.BrC1=CC2=C(OCCN2)C=C1F